2,6-Di-tert-butylphenoxypyridazine C(C)(C)(C)C1=C(OC=2N=NC=CC2)C(=CC=C1)C(C)(C)C